5-[(4R,7S,8aS)-7-[4-(dimethylamino)-1-piperidyl]-4-methyl-3,4,6,7,8,8a-hexahydro-1H-pyrrolo[1,2-a]pyrazin-2-yl]-2-deuterio-quinoline-8-carbonitrile CN(C1CCN(CC1)[C@H]1C[C@@H]2N([C@@H](CN(C2)C2=C3C=CC(=NC3=C(C=C2)C#N)[2H])C)C1)C